[NH4+].[NH4+].[Ti+4] titanium diammonium